2-[7-fluoro-6-(6-piperazin-1-yl-3-pyridinyl)indazol-2-yl]-N-Thiazol-2-yl-acetamide FC1=C(C=CC2=CN(N=C12)CC(=O)NC=1SC=CN1)C=1C=NC(=CC1)N1CCNCC1